C1(=CC=CC=C1)P(C1=CC=CC=C1)(C1=CC=CC=C1)[Pd](P(C1=CC=CC=C1)(C1=CC=CC=C1)C1=CC=CC=C1)(Cl)Cl Bis(triphenyl-phosphino)palladium dichlorid